3-(dimethoxymethylsilyl)-2-methylpropanethiol COC(OC)[SiH2]CC(CS)C